CC1(CCCCC1)C(=O)O methyl-cyclohexan-1-carboxylic acid